2-(chloromethyl)-5-[[(2S)-2-(9H-fluoren-9-ylmethoxycarbonylamino)-5-ureido-pentanoyl]amino]benzenesulfonic acid ClCC1=C(C=C(C=C1)NC([C@H](CCCNC(=O)N)NC(=O)OCC1C2=CC=CC=C2C=2C=CC=CC12)=O)S(=O)(=O)O